S(N)(OC[C@@H]1[C@H]([C@H]([C@@H](C1)NC1=CC=NC=2N1N=C(C2)C2=CC(=CC=C2)SC(F)(F)F)O)O)(=O)=O [(1R,2R,3S,4R)-2,3-dihydroxy-4-[[2-[3-(trifluoromethylsulfanyl)phenyl]pyrazolo[1,5-a]pyrimidin-7-yl]amino]cyclopentyl]methyl sulfamate